3-methyl-6-(2-methylimidazo[1,2-a]pyridin-6-yl)-2-(1-methylpiperidin-4-yl)quinazolin-4(3H)-one CN1C(=NC2=CC=C(C=C2C1=O)C=1C=CC=2N(C1)C=C(N2)C)C2CCN(CC2)C